ClC1=C(C=C(C=C1)NC(=O)NC(C1=C(C=CC=C1F)F)=O)OC1=NC=C(C=C1Cl)C(F)(F)F 1-[4-chloro-3-(3-chloro-5-trifluoromethyl-2-pyridyloxy)phenyl]-3-(2,6-difluorobenzoyl)urea